1-ethyl-4-(3-nitrophenyl)-1H-1,2,3-triazole C(C)N1N=NC(=C1)C1=CC(=CC=C1)[N+](=O)[O-]